(Z)-7-(5-(3-chloro-2-methoxybenzylidene)-2,4-dioxathiazolidin-3-yl)-N-hydroxyheptanamide ClC=1C(=C(\C=C/2\ON(OS2)CCCCCCC(=O)NO)C=CC1)OC